4-chlorobenzyl (S)-(4-(1-(4-methylpiperidine-1-carboxamido)eth-yl)phenyl)carbamate CC1CCN(CC1)C(=O)N[C@@H](C)C1=CC=C(C=C1)NC(OCC1=CC=C(C=C1)Cl)=O